CO[C@@H]1COCC[C@@H]1N[C@H]1C[C@](CC1)(C(=O)N1CC=2C=C(C=NC2CC1)C(F)(F)F)CCCNC(OC(C)(C)C)=O tert-butyl (3-((1S,3R)-3-(((3S,4S)-3-methoxytetrahydro-2H-pyran-4-yl)amino)-1-(3-(trifluoromethyl)-5,6,7,8-tetrahydro-1,6-naphthyridine-6-carbonyl)cyclopentyl)propyl)carbamate